ClC1=NC(=C(C=C1C=O)F)Cl 2,6-dichloro-5-fluoropyridine-3-carbaldehyde